NC=1C=CC(=C(C(=O)NCC2=CC(=CC=C2)C=2OC=CC2)C1)N(C)C 5-amino-2-(dimethylamino)-N-(3-(furan-2-yl)benzyl)benzamide